2-{6-[(2-azidoethyl)amino]-4-{3-[(4-methyl-1,2,4-triazol-3-yl)methyl]oxetan-3-yl}pyridin-2-yl}-6-{[(3S)-3-methylpiperidin-1-yl]methyl}-4-(methylsulfanyl)-3H-isoindol-1-one N(=[N+]=[N-])CCNC1=CC(=CC(=N1)N1C(C2=CC(=CC(=C2C1)SC)CN1C[C@H](CCC1)C)=O)C1(COC1)CC1=NN=CN1C